C(CC)N(CCCCC(CCCCCCC(C(=O)[O-])CCCCCC(CCCC)CC)(CCCCCCC(C(=O)[O-])CCCCCC(CCCC)CC)O)CCC 7-(4-(Dipropylamino) butyl)-7-hydroxytridecane-1,13-diylbis(8-ethyldodecanoate)